CN1C=NC2=C1C=C(C=C2)COC2=CC=CC(=N2)N2CCN(CC2)CC2=NC1=C(N2C[C@H]2OCC2)C=C(C=C1)C(=O)O (S)-2-((4-(6-((1-methyl-1H-benzo[d]imidazol-6-yl)methoxy)pyridin-2-yl)piperazin-1-yl)methyl)-1-(oxetan-2-ylmethyl)-1H-benzo[d]imidazole-6-carboxylic acid